CC=1C(=[O+]C(=CC1C1=CC=CC=C1)C1=CC=CC=C1)C1=CC=CC=C1 3-methyl-2,4,6-triphenyl-pyrylium